C(#N)C1=CC=C(C=C1)N1N=C2C(=CC(=CC2=C1)F)C(=O)N 2-(4-cyanophenyl)-5-fluoro-2H-indazole-7-carboxamide